C(C)(=O)OCCN1C2CN(CC1CC2)C2=NC=C(C=N2)C(F)(F)F 2-(3-(5-(trifluoromethyl)pyrimidin-2-yl)-3,8-diazabicyclo[3.2.1]octan-8-yl)ethyl acetate